BrC=1C(=C(C=CC1)N1C(NC2=C(C=CC=C2C1=O)F)=O)C 3-(3-bromo-2-methylphenyl)-8-fluoroquinazoline-2,4(1H,3H)-dione